CN(C(=O)N)S(=O)(=O)CC1=CC=CC=C1 methyl-benzyl-sulfonylurea